2,3-pyridinedicarboxylate N1=C(C(=CC=C1)C(=O)[O-])C(=O)[O-]